CON(C(C1=CC=CC=C1)=O)C N-methoxy-N-methyl-benzamide